(R)-5-methyl-1-(4-((4'-((octahydro-2H-pyrido[1,2-a]pyrazin-2-yl)methyl)-[1,1'-biphenyl]-4-yl)methyl)phenyl)-1H-1,2,4-triazole-3-carboxamide CC1=NC(=NN1C1=CC=C(C=C1)CC1=CC=C(C=C1)C1=CC=C(C=C1)CN1C[C@@H]2N(CC1)CCCC2)C(=O)N